ClC=1C(=C2C(=NC1)N=C(N2)C2=C(N(C(=C2)C)C=2C=C(C=CC2)C(=O)N2CCOCC2)C)N[C@@H]2CN(CC2)S(=O)(=O)CC (S)-(3-(3-(6-chloro-7-((1-(ethylsulfonyl)pyrrolidine-3-yl)amino)-1H-imidazo[4,5-b]pyridine-2-yl)-2,5-dimethyl-1H-pyrrol-1-yl)phenyl)(morpholino)methanone